N-[6-(2,2-difluoroethoxy)-5-fluoro-2-methoxy-3-pyridinyl]-6-(oxetan-3-yl)pyrazolo[1,5-a]pyridine-3-sulfonamide FC(COC1=C(C=C(C(=N1)OC)NS(=O)(=O)C=1C=NN2C1C=CC(=C2)C2COC2)F)F